CCCCCCCCCCCCCCCCCCCCCC(=O)N[C@@H](CO[C@H]1[C@@H]([C@H]([C@@H]([C@H](O1)CO)O)O)O)[C@@H](/C=C/CCCCCCCCCCC)O The molecule is a beta-D-glucosyl-(1<->1')-N-acylhexadecasphingosine in which the ceramide N-acyl group is specified as docosanoyl. It has a role as a marine metabolite. It derives from a docosanoic acid.